(2S,3S)-benzyl 2-((((9H-fluoren-9-yl)methoxy) carbonyl) amino)-3-(naphthalen-1-yl)butanoate C1=CC=CC=2C3=CC=CC=C3C(C12)COC(=O)N[C@H](C(=O)OCC1=CC=CC=C1)[C@@H](C)C1=CC=CC2=CC=CC=C12